2-[5-[bis(p-anisyl)amino]-3-fluoro-6-methoxy-2-pyridinyl]acetonitrile C(C1=CC=C(C=C1)OC)N(C=1C=C(C(=NC1OC)CC#N)F)CC1=CC=C(C=C1)OC